COC(C(C1=CN(C2=CC=CC=C12)C(=O)OC)CCOCCNC(=O)C1N(CCC1)C(C)=O)=O α-{N-(1-Acetylpyrrolidine-2-carbonyl)-[2-(2-aminoethoxy)-ethyl]}-N-methoxycarbonyl-3-indoleacetic Acid Methyl Ester